sodium hydroxypyruvic acid OCC(C(=O)O)=O.[Na]